C(CCCC\C=C/C\C=C/CC)OC(C)=O Acetic acid (6Z,9Z)-6,9-dodecadienyl ester